ClC1=CC(=CS1)C1=CC=C(C=C1)C(C#N)(C)C 2-(4-(5-Chlorothiophen-3-yl)phenyl)-2-methylpropanenitrile